FC(C(=O)N1C[C@@H](OCC1)CC1=C(N=C2N1C=CC(=C2)C)C2=C(C=C(C=C2F)N2C(CCC2)=O)F)(C)F (S)-1-(4-(3-((4-(2,2-difluoropropionyl)morpholin-2-yl)methyl)-7-methylimidazo[1,2-a]pyridin-2-yl)-3,5-difluorophenyl)pyrrolidin-2-one